tert-Butyl (3S*,4S*)-4-amino-3-(3-bromo-2-fluorobenzyl)-2-azabicyclo[3.1.1]heptane-2-carboxylate N[C@@H]1[C@@H](N(C2CC1C2)C(=O)OC(C)(C)C)CC2=C(C(=CC=C2)Br)F |o1:1,2|